O=C1C=C2CC[C@H]3[C@@H]4CCC([C@@]4(C)CC[C@@H]3[C@]2(CC1)C)OC(CCCCCCCCCCC)=O 3-OXOANDROST-4-EN-17-YL-DODECANOAT